di-undecyl maleate C(\C=C/C(=O)OCCCCCCCCCCC)(=O)OCCCCCCCCCCC